FC1=C(C=CC(=C1)C(F)(F)F)/C=C/C(=O)NCC(=O)N1[C@H](CN(CC1)CCCC(=O)O)C1=CC=CC=C1 4-[(3S)-4-[2-[[(E)-3-[2-fluoro-4-(trifluoromethyl)phenyl]prop-2-enoyl]amino]acetyl]-3-phenylpiperazin-1-yl]butanoic acid